OCCOC1=C(C=C(C=C1C1=CC=CC2=CC=CC=C12)C(C)(C)C1=CC(=C(OCCO)C(=C1)C1=CC=CC2=CC=CC=C12)C1=CC=CC2=CC=CC=C12)C1=CC=CC2=CC=CC=C12 2-[4-[1-[4-(2-hydroxyethoxy)-3,5-bis(naphthalen-1-yl)-phenyl]-1-methyl-ethyl]-2,6-bis(naphthalen-1-yl)-phenoxy]ethanol